2-succinimidyl-1,1,3,3-tetra-methyluronium C1(CCC(N1OC(=[N+](C)C)N(C)C)=O)=O